C(C)OC(\C=C\S(=O)(=O)C1=CC=C(C=C1)Br)=O 3-(4-bromophenylsulfonyl)acrylic acid (E)-ethyl ester